NC=1C=C2C(N(C(C2=CC1)=O)CCCC(=O)O)=O 4-(5-amino-1,3-dioxoisoindolin-2-yl)butyric acid